C1(=CC=C(C=C1)NCCC1(COC1)C1=CC=CC=C1)C N-p-tolyl-2-(3-phenyloxetan-3-yl)ethylamine